SC12CC3CC(CC(C1)C3)C2 mercaptoadamantane